6-[1-(2-Fluoro-6-methyl-phenyl)-piperidin-4-yl]-4-(2-trifluoromethyl-benzyl)-2-(2-trimethylsilanyl-ethoxymethyl)-2,4,6,7-tetrahydro-pyrazolo[4,3-d]pyrimidin-5-on FC1=C(C(=CC=C1)C)N1CCC(CC1)N1C(N(C=2C(C1)=NN(C2)COCC[Si](C)(C)C)CC2=C(C=CC=C2)C(F)(F)F)=O